CC(C)NS(=O)(=O)C=1C=C(C=CC1)NC=1C2=C(N=C(N1)NC1=CC=C(C=C1)N1CCN(CC1)C)COC2 N4-(3-[N-(1-Methylethyl)sulfamoyl]phenyl)-N2-[4-(4-methylpiperazin-1-yl)phenyl]-5,7-dihydrofuro[3,4-d]pyrimidine-2,4-diamine